5-(3-chloroimidazo[1,2-b]pyridazin-6-yl)-N-(3,3-difluorocyclobutyl)-7H-pyrrolo[2,3-d]pyrimidin-2-amine ClC1=CN=C2N1N=C(C=C2)C2=CNC=1N=C(N=CC12)NC1CC(C1)(F)F